COC1=CC=C(C=C1)C(=C(CC)C1=CC=C(C=C1)O)CC 4-[4-(4-methoxyphenyl)hex-3-en-3-yl]phenol